C(C)(C)(C)C1=CC=C(C=C1)B(O)O (4-(tert-butyl)phenyl)boronic acid